C12CCC(CC1)N2C2=C(N=CC=1N2N=C(N1)NC1CCN(CC1)S(=O)(=O)C)C=1C=NNC1 (7-Azabicyclo[2.2.1]heptan-7-yl)-N-(1-(methylsulfonyl)piperidin-4-yl)-6-(1H-pyrazol-4-yl)-[1,2,4]triazolo[1,5-a]pyrazin-2-amine